4-methyl-6-oxo-(3-methylphenyl)-phenyl-1,6-dihydropyridazine-3-carboxylic acid CC=1C=CC(C(C1)=O)N1N=C(C(=CC1)C1=CC(=CC=C1)C)C(=O)O